1H-1,2,3-triazol-1-ylMethyl-2-pyridinecarboxylate N1(N=NC=C1)COC(=O)C1=NC=CC=C1